5-(benzyloxy)-6-methoxy-2-(5-methylbenzo[d]oxazol-2-yl)-1,2,3,4-tetrahydroisoquinoline-3-carboxylic acid C(C1=CC=CC=C1)OC1=C2CC(N(CC2=CC=C1OC)C=1OC2=C(N1)C=C(C=C2)C)C(=O)O